7-[4-[cis-5-methyl-2,3,3a,4,6,6a-hexahydropyrrolo[2,3-c]pyrrol-1-yl]-5,6-difluoro-8-(methylamino)-9H-pyrido[2,3-b]indol-3-yl]-4-oxo-1-(trifluoromethyl)quinolizine-3-carboxylic acid CN1C[C@@H]2[C@H](C1)CCN2C2=C(C=NC=1NC3=C(C=C(C(=C3C12)F)F)NC)C1=CN2C(C(=CC(=C2C=C1)C(F)(F)F)C(=O)O)=O